8-Methyl-pyrrolo[1,2-a]pyrazin-1(2H)-one CC=1C=CN2C1C(NC=C2)=O